(R)-(1-((((1-propenoylazetidin-3-yl)methoxy)carbonyl)amino)-2-phenylethyl)boronic acid C(C=C)(=O)N1CC(C1)COC(=O)N[C@@H](CC1=CC=CC=C1)B(O)O